5H-imidazo[4,5-c]pyridine-5-carboxylate N=1C=NC2=CN(C=CC21)C(=O)[O-]